3-formyl-(2-methoxy)aniline C(=O)C=1C(=C(N)C=CC1)OC